rel-(1R,5R,6R)-N-[2-[(methylamino)carbonyl]phenyl]-2-oxabicyclo-[3.1.0]hexane-6-carboxamide CNC(=O)C1=C(C=CC=C1)NC(=O)[C@@H]1[C@H]2CCO[C@@H]12 |o1:13,14,18|